OC(C)C12CNCC(CC1)N2C(=O)OC(C)(C)C tert-butyl 1-(1-hydroxyethyl)-3,8-diazabicyclo[3.2.1]octane-8-carboxylate